5-(but-1-ynyl)-1-(tetrahydro-2H-pyran-2-yl)-1H-indazole C(#CCC)C=1C=C2C=NN(C2=CC1)C1OCCCC1